(6Z)-8-(cis-4-aminocyclohexyloxy)-5,5-dimethyl-6-(3-methylsulfonylpropyloxyimino)benzo[h]quinazolin-4-amine N[C@H]1CC[C@H](CC1)OC=1C=CC2=C(\C(\C(C=3C(=NC=NC23)N)(C)C)=N/OCCCS(=O)(=O)C)C1